methyl-3-(methoxycarbonyl)bicyclo[1.1.1]pentane-1-carboxylic acid CC1C2(CC1(C2)C(=O)OC)C(=O)O